2-[4,7,10-tris(2-amino-2-oxoethyl)-1,4,7,10-tetrazacyclododec-1-yl]acetic acid NC(CN1CCN(CCN(CCN(CC1)CC(N)=O)CC(N)=O)CC(=O)O)=O